4-(2-(4-(morpholinomethyl)phenylamino)thieno[3,2-d]pyrimidin-7-yl)-5,6-dihydropyridin-1(2H)carboxylic acid tert-butyl ester C(C)(C)(C)OC(=O)N1CC=C(CC1)C1=CSC2=C1N=C(N=C2)NC2=CC=C(C=C2)CN2CCOCC2